OC=1C=C([C@H]2OC3=CC(=CC(=C3C(C2)=O)O)O)C=CC1O (S)-3',4',5,7-Tetrahydroxyflavanone